OC1=C(C=C(C=C1OC)C(C(=O)O)=C)OC 4-Hydroxy-3,5-dimethoxyphenylprop-2-enoic acid